5-(3-bromopropyl)-4-(1H-pyrazol-3-yl)furan-2-carboxylic acid methyl ester COC(=O)C=1OC(=C(C1)C1=NNC=C1)CCCBr